N,N-diethyl-N-methyl-N-heptyl-ammonium C(C)[N+](CCCCCCC)(C)CC